5-bromo-3-((4-methoxybenzyl)oxy)picolinonitrile BrC=1C=C(C(=NC1)C#N)OCC1=CC=C(C=C1)OC